ClC1=CC=C(C2=C1C=C(O2)F)COC2=CC=CC=N2 6-((4-chloro-2-fluorobenzofuran-7-yl)methoxy)pyridine